N-Isoxazol-3-yl-5-[[1-[2-oxo-2-[(2S,4S)-2-cyano-4-fluoro-pyrrolidin-1-yl]ethyl]-4-piperidyl]amino]chinolin-8-carboxamid O1N=C(C=C1)NC(=O)C=1C=CC(=C2C=CC=NC12)NC1CCN(CC1)CC(N1[C@@H](C[C@@H](C1)F)C#N)=O